COC=1C=C(C=CC1OC)C1=CC=NC=2N1N=C(C2)C(=O)NC2=CC=C(C=C2)OCC 7-(3,4-dimethoxyphenyl)-N-(4-ethoxyphenyl)pyrazolo[1,5-a]pyrimidine-2-carboxamide